7-bromo-3-butyl-8-methoxy-3,5-dihydro-2H-1,5-benzothiazepin-4-one BrC=1C(=CC2=C(NC(C(CS2)CCCC)=O)C1)OC